COC=1C=CC=2C(=CC3=C(C=CC=C3C2)OC)C1 2,9-dimethoxybenzo[b]Naphthalene